O1SOC(C1)C1OSOC1 4,4'-Bi-1,3,2-dioxathiolane